ClC=1C(=C(C(=O)O)C(=CC1)NC1=C(C=C(C=C1)F)C(C)C)C 3-chloro-6-((4-fluoro-2-isopropylphenyl)-amino)-2-methyl-benzoic acid